4-amino-5-[2-(4-amino-2,6-difluoro-phenyl)ethynyl]-7-[(2R,3R,4S,5R)-3,4-dihydroxy-5-[(sulfamoylamino)methyl]tetrahydrofuran-2-yl]pyrrolo[2,3-d]pyrimidine NC=1C2=C(N=CN1)N(C=C2C#CC2=C(C=C(C=C2F)N)F)[C@@H]2O[C@@H]([C@H]([C@H]2O)O)CNS(N)(=O)=O